C1=C(C=CC=2C(C3=CC=CC=C3C(C12)=O)=O)C(C)OC(N(C1CCCCC1)C1CCCCC1)=O 1-(9,10-anthraquinone-2-yl)ethyl-N,N-dicyclohexylcarbamate